NC1=C2C(=NC=N1)N(N=C2C2=CC=C(C=C2)OC2=CC=CC=C2)[C@H]2CN(CCC2)CCCCCCCCCCCSC2=C1C(N(C(C1=CC=C2)=O)C2C(NC(CC2)=O)=O)=O 4-((11-((R)-3-(4-amino-3-(4-phenoxyphenyl)-1H-pyrazolo[3,4-d]pyrimidin-1-yl)piperidine-1-yl)undecyl)thio)-2-(2,6-dioxopiperidin-3-yl)isoindoline-1,3-dione